Trigermane [GeH3][GeH2][GeH3]